FC1=C(C=CC(=C1)F)C1=CN=C(N1)[C@H](C)NC(=O)[C@H](CC(=O)N1[C@H](COCC1)C)NC(CCC(C)C)=O N-[(1S)-1-[[(1S)-1-[5-(2,4-difluorophenyl)-1H-imidazol-2-yl]ethyl]carbamoyl]-3-[(3S)-3-methylmorpholin-4-yl]-3-oxo-propyl]-4-methyl-pentanamide